6-chloro-7-(trifluoromethoxy)-1H-indole-3-sulfonyl chloride ClC1=CC=C2C(=CNC2=C1OC(F)(F)F)S(=O)(=O)Cl